ClC1=C(NC2=CC=C(C(=C12)Cl)F)C(=O)N1CCN(CC1)C(CC1(CNC1)F)=O 1-(4-(3,4-dichloro-5-fluoro-1H-indole-2-carbonyl)piperazin-1-yl)-2-(3-fluoroazetidin-3-yl)ethan-1-one